(7-(4-(4-(benzo[b]thiophen-4-yl)piperazin-1-yl)butoxy)quinolin-2-yloxy)methyl butyl carbonate C(OCOC1=NC2=CC(=CC=C2C=C1)OCCCCN1CCN(CC1)C1=CC=CC=2SC=CC21)(OCCCC)=O